3-(((5-amino-1,3,4-thiadiazol-2-yl)oxy)methyl)azetidine-1-carboxylic acid tert-butyl ester C(C)(C)(C)OC(=O)N1CC(C1)COC=1SC(=NN1)N